CN1CC2=C(N=CN=C2)CC12CCC1=CC=CC=C21 6-methyl-spiro[5,8-dihydropyrido[4,3-d]pyrimidine-7,1'-indan]